N-[(3R)-7-[[(1-cyanocyclobutanecarbonyl)amino]carbamoyl]-4-oxo-3,5-dihydro-2H-1,5-benzothiazepine-3-Yl]carbamic acid tert-butyl ester C(C)(C)(C)OC(N[C@H]1CSC2=C(NC1=O)C=C(C=C2)C(NNC(=O)C2(CCC2)C#N)=O)=O